C1(CC1)C1=NN(C=C1C1=CC2=C(C=N1)C=NN2C)[C@@H]2C[C@H](C2)CCC=2C=C1CN(C(C1=CC2)=O)C2C(NC(CC2)=O)=O 3-(5-(2-(Trans-3-(3-cyclopropyl-4-(1-methyl-1H-pyrazolo[4,3-c]pyridin-6-yl)-1H-pyrazol-1-yl)cyclobutyl)ethyl)-1-oxoisoindolin-2-yl)piperidine-2,6-dione